C(C=C)(=O)OC(CSC=1SC(=NN1)SCCCCC)CCCC 2-acryloxy-n-hexylthio-5-n-pentylthio-1,3,4-thiadiazole